C(C)C1(COC1)COCCCCCCOC1=CC=C(C=C)C=C1 4-[6-(3-ethyloxetan-3-ylmethoxy)hexyloxy]styrene